ClC=1C(=NC(=NC1C(F)F)C)NC[C@@H](C)O |r| (RS)-1-((5-chloro-2-methyl-6-difluoromethyl-pyrimidine-4-yl)amino)-2-propanol